N-((1-(2-(4-chlorophenoxy)-2-methylpropanoyl)piperidin-4-yl)methyl)ethenesulfonamide ClC1=CC=C(OC(C(=O)N2CCC(CC2)CNS(=O)(=O)C=C)(C)C)C=C1